O1C(=CC2=C1C=CC=C2)C2=CC=C(C=C2)N(C2=CC=C(C=C2)C2=CC1=C(N=C(S1)C1=CC=CC=C1)C=C2)C2=CC=C(C=C2)C=2OC1=C(C2)C=CC=C1 N,N-bis(4-benzofuran-2-yl-phenyl)-N-{4-(2-phenyl-benzothiazol-6-yl)-phenyl}-amine